O=C1NC2=CC=C(C=C2C1)C(=O)N1C(C2(CC1)CCNCC2)=O 2-oxo-2,3-dihydro-1H-indole-5-carbonyl-2,8-diazaspiro[4.5]decan-1-one